COC1=C(C=C2C3=C(N(C2=C1)C)C(=NC=C3)C)N3CCN(CC3)C(=O)C=3C=NC=NC3 (4-(7-methoxy-1,9-dimethyl-9H-pyrido[3,4-b]indol-6-yl)piperazin-1-yl)(pyrimidin-5-yl)methanone